ClC1=CC=2C(C(=N1)NCC1=C(C=C(C=C1)OC)OC)=NN(N2)C(C)C2=NC=CC=C2 chloro-N-(2,4-dimethoxybenzyl)-2-(1-(pyridin-2-yl)ethyl)-2H-[1,2,3]triazolo[4,5-c]pyridin-4-amine